ClC1=C(C=C2C(=N1)N=C(N2C)C2=C(C=C(C=C2C)C(F)(F)F)OC)F 5-chloro-6-fluoro-2-[2-methoxy-6-methyl-4-(trifluoromethyl)phenyl]-1-methyl-imidazo[4,5-b]pyridine